C(CCCCCCCCC)C1OC=2C(OC1)=CSC2 3-decyl-2,3-dihydrothieno[3,4-b][1,4]dioxine